C[GeH](C1=CC=CC=C1)C dimethylphenyl-germane